[(3S)-3-(Tetrazol-1-yl)pyrrolidin-1-yl]-[6-[[6-(trifluoromethyl)-3-pyridyl]methyl]-2-azaspiro[3.3]heptan-2-yl]methanone N1(N=NN=C1)[C@@H]1CN(CC1)C(=O)N1CC2(C1)CC(C2)CC=2C=NC(=CC2)C(F)(F)F